5-(1,2-thiazol-4-yl)pyridin-3-ol S1N=CC(=C1)C=1C=C(C=NC1)O